O1[C@@H](COCC1)CNC(=O)C1=C(C2=C(CCC3=CN(N=C23)CC2=NC=CC=C2)O1)C(F)(F)F N-[(2R)-1,4-Dioxan-2-ylmethyl]-2-(pyridin-2-ylmethyl)-8-(trifluoromethyl)-4,5-dihydro-2H-furo[2,3-g]indazol-7-carboxamid